[In].[Zn].[Ag] silver-zinc-indium